FC(S(=O)(=O)[O-])(F)F.FC(S(=O)(=O)[O-])(F)F.[Al+2].ClC1=NC(=CC(=C1C=CC(C)=O)OC)Cl 4-(2,6-dichloro-4-methoxypyridin-3-yl)but-3-en-2-one aluminum bis(trifluoromethanesulfonate)